C1(=CC=CC=C1)C(C(=O)O)(CCC)O phenylhydroxypentanoic acid